(4aS,7aR,12bS)-3-(cyclopropylmethyl)-4a-hydroxy-7-oxo-2,3,4,4a,5,6,7,7a-octahydro-1H-4,12-methanobenzofuro[3,2-e]isoquinolin-9-yl oleate C(CCCCCCC\C=C/CCCCCCCC)(=O)OC1=CC=C2C3=C1O[C@@H]1[C@]34CCN(C([C@@]4(CCC1=O)O)C2)CC2CC2